BrCC=1C=CC(=C(C1)C1=CN(C2=C(N=CC=C21)OC)C)OC2=C(C=C(C=C2)F)F 3-(5-(bromomethyl)-2-(2,4-difluorophenoxy)phenyl)-7-methoxy-1-methyl-1H-pyrrolo[2,3-c]pyridine